CC1OC=CC1=O 2-methyl-3(2H)-furanone